1-[9-ethyl-6-(2-methyl-benzoyl)-9H-carbazol-3-yl]ethanone 1-(O-acetyl oxime) C(C)(=O)ON=C(C)C=1C=CC=2N(C3=CC=C(C=C3C2C1)C(C1=C(C=CC=C1)C)=O)CC